O-propargylcytidine-3'-phosphate P(=O)(O)(O)O[C@H]1[C@H]([C@@H](O[C@@H]1CO)N1C(=O)N=C(N)C=C1)OCC#C